C(#N)CC1(CCC(CC1)N1CC(C1)(OC1=CC=C(C=C1)C(F)(F)F)C)N1N=C(C(=C1)C(=O)N)NC(=O)C1CC1 1-[1-(cyanomethyl)-4-[3-methyl-3-[4-(trifluoromethyl)phenoxy]azetidin-1-yl]cyclohexyl]-3-(cyclopropanecarbonylamino)pyrazole-4-carboxamide